[N+](=O)([O-])C=1C=NC(=NC1)NCCNC(OC(C)(C)C)=O tert-butyl N-[2-[(5-nitropyrimidin-2-yl)amino]ethyl]carbamate